2-cyclopropyl-7-(dimethylamino)-4-(2-ethynylphenyl)thiazolo[4,5-d]pyrimidin-5(4H)-one C1(CC1)C=1SC2=C(N(C(N=C2N(C)C)=O)C2=C(C=CC=C2)C#C)N1